NC1=CC2=C(C(NN1)=O)C=CC(=C2)N 4,7-diamino-1,2-dihydrobenzo[2,1-d][1,2]diazepin-1-one